(4-(1H-pyrrolo[2,3-b]pyridin-4-yl)-3,4-dihydro-2H-1,4-thiazin-6-yl)(3-amino-3-methylpiperidin-1-yl)methanone hydrochloride Cl.N1C=CC=2C1=NC=CC2N2CCSC(=C2)C(=O)N2CC(CCC2)(C)N